[Cl-].[Cl-].C[SiH](C)[Zr+2](C1C(=C(C(=C1C)C)C)C)C1C(=CC2=C(C(=C(C=C12)C(C)(C)C)OC)C1=CC(=C(C(=C1)C(C)(C)C)OC)C(C)(C)C)C dimethylsilyl-(4-(3,5-di-tert-butyl-4-methoxyphenyl)-6-tert-butyl-5-methoxy-2-methylindenyl)(2,3,4,5-tetramethylcyclopentadienyl)zirconium dichloride